potassium bis(trifluoromethanesulfonyl)imide salt [N-](S(=O)(=O)C(F)(F)F)S(=O)(=O)C(F)(F)F.[K+]